OC(CCCCCCCCCCCCC(=O)O)CCCCCC 14-hydroxyeicosanic acid